2-(1-(5-Oct-1-ynyl-2-nitrophenyl)ethoxy)ethan-1-ol C(#CCCCCCC)C=1C=CC(=C(C1)C(C)OCCO)[N+](=O)[O-]